[O].[Pb].[Cd] cadmium-lead oxygen